[1,4]Oxazine-6-carboxylic acid methyl ester COC(=O)C1=CN=CCO1